(+/-)-N-{[4-(4-{[(3R,4S)-3-fluoro-1-methylpiperidin-4-yl]amino}-1-(2,2,2-trifluoroethyl)-1H-indol-2-yl)phenyl]methyl}cyclopropane-carboxamide F[C@@H]1CN(CC[C@@H]1NC1=C2C=C(N(C2=CC=C1)CC(F)(F)F)C1=CC=C(C=C1)CNC(=O)C1CC1)C |r|